C(C)(=O)N1CCC(CC1)OC1=C(C=C(C=C1)N1C(CCC1)C=1N=CSC1)OC 4-(1-(4-((1-acetylpiperidin-4-yl)oxy)-3-methoxyphenyl)pyrrolidin-2-yl)thiazol